C(C)N1N=CC(=C1)B1OC(C)(C)C(C)(C)O1 1-ethyl-4-pyrazolylboronic acid pinacol ester